The molecule is a dicarboxylic acid dianion obtained by deprotonation of the two carboxy groups of (5Z,8Z,11Z,14Z)-icosatetraenedioic acid; major species at pH 7.3. It is a conjugate base of a (5Z,8Z,11Z,14Z)-icosatetraenedioic acid. C(CCC(=O)[O-])C/C=C\\C/C=C\\C/C=C\\C/C=C\\CCCC(=O)[O-]